C1=C(C=CC2=CC=CC=C12)CNCCNC(=O)C=1NC2=CC=CC=C2C1 N-(2-((naphthalen-2-yl-methyl)amino)ethyl)-1H-indole-2-carboxamide